ClC1=C(C=CC=C1)CC(=O)NC1=CC(=C(C=C1)C1=CC=NC=C1)S(N=CN(C)C)(=O)=O 2-(2-chlorophenyl)-N-[3-{[(dimethylamino)methylidene]sulfamoyl}-4-(pyridin-4-yl)phenyl]acetamide